methyl 2-(indol-4-yloxy)-2-methylpropanoate N1C=CC2=C(C=CC=C12)OC(C(=O)OC)(C)C